C(C)(C)(C)OC(=O)NC(CC(=O)OC)CC1=C(C=CC(=C1)Cl)[N+](=O)[O-] methyl 3-[(tert-butoxycarbonyl)amino]-4-(5-chloro-2-nitrophenyl)butanoate